6-chloro-1-(cyclohex-2-en-1-yl)-1H-pyrazolo[3,4-d]pyrimidine ClC1=NC=C2C(=N1)N(N=C2)C2C=CCCC2